1-(((3S)-1-((3-cyano-1-azetidinyl)sulfonyl)-3-piperidinyl)carbonyl)-N-(3,4-dichlorobenzyl)-D-prolinamide C(#N)C1CN(C1)S(=O)(=O)N1C[C@H](CCC1)C(=O)N1[C@H](CCC1)C(=O)NCC1=CC(=C(C=C1)Cl)Cl